aluminum(III) mesaconate C(\C(\C)=C\C(=O)[O-])(=O)[O-].[Al+3].C(\C(\C)=C\C(=O)[O-])(=O)[O-].C(\C(\C)=C\C(=O)[O-])(=O)[O-].[Al+3]